1-Methyl-6-oxo-N-[4-(trifluoromethoxy)phenyl]pyridine-3-carboxamide CN1C=C(C=CC1=O)C(=O)NC1=CC=C(C=C1)OC(F)(F)F